methyl 3-(4,4,5,5-tetramethyl-1,3,2-dioxaborolan-2-yl)-6-(4-(trifluoromethyl)-1H-pyrazol-1-yl)picolinate CC1(OB(OC1(C)C)C=1C(=NC(=CC1)N1N=CC(=C1)C(F)(F)F)C(=O)OC)C